1-(2-(dimethylamino)ethyl)-N4-(4-(5-fluoro-1-methyl-1H-indol-3-yl)-7H-pyrrolo[2,3-d]pyrimidin-2-yl)-N1-methyl-2-nitrobenzene-1,4-diamine CN(CCC1(C(C=C(C=C1)NC=1N=C(C2=C(N1)NC=C2)C2=CN(C1=CC=C(C=C21)F)C)[N+](=O)[O-])NC)C